N1(CCC1)CC(=O)N1CC=2N=C(OC2C1)C=1C(=C(C=CC1)C1=C(C(=CC=C1)C=1OC2=C(N1)C=C(C=C2C#N)CN2C[C@@H](CC2)C(=O)O)C)C (R)-1-((2-(3'-(5-(2-(azetidin-1-yl)acetyl)-5,6-dihydro-4H-pyrrolo[3,4-d]oxazol-2-yl)-2,2'-dimethyl-[1,1'-biphenyl]-3-yl)-7-cyanobenzo[d]oxazol-5-yl)methyl)pyrrolidine-3-carboxylic acid